C(C)(=O)N1CC(CC1)OC=1N=CC(=NC1C)C1=CN(C=2C1=NC=CC2)C(=O)OC(C)(C)C tert-butyl 3-(5-((1-acetylpyrrolidin-3-yl)oxy)-6-methylpyrazin-2-yl)-1H-pyrrolo[3,2-b]pyridine-1-carboxylate